(4-(3-((4-cyano-2-fluorophenoxy)methyl)phenoxy)piperidin-1-yl)methyl-1-((1-(Cyclopropylmethyl)-1H-imidazol-5-yl)methyl)-1H-benzo[d]imidazole-6-carboxylic acid methyl ester COC(=O)C=1C=CC2=C(N(C(=N2)CN2CCC(CC2)OC2=CC(=CC=C2)COC2=C(C=C(C=C2)C#N)F)CC2=CN=CN2CC2CC2)C1